2-(4,4-dimethyl-1,4-azasilinan-1-yl)-4-((2-hydroxyethyl)sulfonamido)-N-(5-methyl-2-oxo-1-(tetrahydro-2H-pyran-4-yl)-1,2-dihydropyridin-3-yl)benzamide C[Si]1(CCN(CC1)C1=C(C(=O)NC=2C(N(C=C(C2)C)C2CCOCC2)=O)C=CC(=C1)NS(=O)(=O)CCO)C